CS(=O)(=N)C dimethyl-sulfoximide